FC1=CC=C(C2=CN(N=C12)C=1C=NC=CC1)C(=O)N 7-fluoro-2-(3-pyridyl)-2H-indazole-4-carboxamide